(S)-6-chloro-8-(fluoromethyl-d2)-2-trifluoromethyl-2H-benzopyran-3-carboxylic acid methyl ester COC(=O)C=1[C@H](OC2=C(C1)C=C(C=C2C([2H])([2H])F)Cl)C(F)(F)F